methyltrityl-phosphorus iodide CP(C(C1=CC=CC=C1)(C1=CC=CC=C1)C1=CC=CC=C1)I